(2,6-bisbenzyloxy-pyridin-3-yl)-(5-methyl-pyrazin-2-yl)-amine C(C1=CC=CC=C1)OC1=NC(=CC=C1NC1=NC=C(N=C1)C)OCC1=CC=CC=C1